CN1C(CN2C=3C(=CC=CC13)C1=C2CCN(C1)C(=O)OCC1=CC=CC=C1)=O benzyl 3-methyl-2-oxo-2,3,9,10-tetrahydro-1H-pyrido[3',4':4,5]pyrrolo[1,2,3-de]quinoxaline-8(7H)carboxylate